2-amino-3-(thiolan-3-yl)propanoic acid NC(C(=O)O)CC1CSCC1